tert-butyl (S)-(1-((2-(4-(5-cyanopyrimidin-2-yl)piperazin-1-yl)-2-oxoethoxy)amino)propan-2-yl)carbamate C(#N)C=1C=NC(=NC1)N1CCN(CC1)C(CONC[C@H](C)NC(OC(C)(C)C)=O)=O